CN(C)C(=[N+](C)C)ON1C2=CC=CC=C2N=N1.F[P-](F)(F)(F)(F)F o-(benzotriazol-1-yl)-N,N,N',N'-tetramethyluronium hexafluorophosphate